CC=1C(=C(C(=O)N)C=CC1C1=NC(=C(C=C1)[N+](=O)[O-])NC1(COCC1)C)C dimethyl-4-[6-[(3-methyltetrahydrofuran-3-yl)amino]-5-nitro-2-pyridyl]benzamide